D-1,2,3,4-tetrahydroisoquinoline C1NCCC2=CC=CC=C12